N-(4-(methylsulfonyl)tetrahydro-2H-pyran-4-carbonyl)-O-((1S,3S)-3-(2-(5,6,7,8-tetrahydro-1,8-naphthyridin-2-yl)ethyl)cyclobutyl)-L-homoserine CS(=O)(=O)C1(CCOCC1)C(=O)N[C@@H](CCOC1CC(C1)CCC1=NC=2NCCCC2C=C1)C(=O)O